N1(CCNCC1)C=1C=CN(N1)C1=NC(=NC=C1)N (5-(piperazin-1-yl)pyrazol-2-yl)pyrimidin-2-amine